FC1=C(C(=CC2=C1N(N=N2)C)O)C 7-fluoro-1,6-dimethyl-1H-benzo[d][1,2,3]triazol-5-ol